tert-butyl 2-((4-(2-(5-chloropyridin-2-yl)-2-(trifluoromethyl)-2,3-dihydrobenzo[d]oxazol-4-yl) piperidin-1-yl) methyl)-1-(((S)-oxetan-2-yl) methyl)-1H-benzo[d]imidazole-6-carboxylate ClC=1C=CC(=NC1)C1(OC2=C(N1)C(=CC=C2)C2CCN(CC2)CC2=NC1=C(N2C[C@H]2OCC2)C=C(C=C1)C(=O)OC(C)(C)C)C(F)(F)F